(E)-6-(trifluoromethyl)quinoline-3,4-diamine FC(C=1C=C2C(=C(C=NC2=CC1)N)N)(F)F